C12(CC3CC(CC(C1)C3)C2)N Adamantane-amine